tert-Butyl 4-chloro-2-((8-(1-(hydroxyimino)ethyl)-3,7-dimethyl-2,6-dioxo-2,3,6,7-tetrahydro-1H-purin-1-yl)methyl)-1H-indole-1-carboxylate ClC1=C2C=C(N(C2=CC=C1)C(=O)OC(C)(C)C)CN1C(N(C=2N=C(N(C2C1=O)C)C(C)=NO)C)=O